O1CCC(CC1)NC(C1=CC=CC=C1)=O N-(tetrahydropyran-4-yl)benzamide